6-((dimethylamino)methyl)-5-(1-(tetrahydro-2H-pyran-4-yl)ethyl)pyridin-2-amine CN(C)CC1=C(C=CC(=N1)N)C(C)C1CCOCC1